BrC1=CSC=2C1=NC(=CC2NCC#CC)Cl 3-bromo-N-(but-2-yn-1-yl)-5-chlorothieno[3,2-b]pyridin-7-amine